2-Benzyl-4,5-dimethylphenol C(C1=CC=CC=C1)C1=C(C=C(C(=C1)C)C)O